3-[4-[4-(benzo[b]thiophen-4-yl)piperazine-1-yl]butoxy]aniline S1C2=C(C=C1)C(=CC=C2)N2CCN(CC2)CCCCOC=2C=C(N)C=CC2